3',4',5,7-Tetrahydroxy-3-[α-L-rhamnopyranosyl-(1→6)-β-D-glucopyranosyloxy]flavone OC=1C=C(C=2OC3=CC(=CC(=C3C(C2O[C@H]2[C@H](O)[C@@H](O)[C@H](O)[C@H](O2)CO[C@H]2[C@H](O)[C@H](O)[C@@H](O)[C@@H](O2)C)=O)O)O)C=CC1O